C(C)OC=1C=C(C=CC1C=1NC(C2=C(N1)NN=N2)=O)C2=CC(=C(C=C2)O)NCC(=O)O (3'-ethoxy-4-hydroxy-4'-(7-oxo-6,7-dihydro-3H-[1,2,3]triazolo[4,5-d]pyrimidin-5-yl)-[1,1'-biphenyl]-3-yl)glycine